N-[2-[4-(3,5-dimethyl-1H-pyrazol-4-yl)anilino]-1-(2-methylcyclopentyl)-2-oxo-ethyl]-2-methyl-pyrazole-3-carboxamide CC1=NNC(=C1C1=CC=C(NC(C(C2C(CCC2)C)NC(=O)C=2N(N=CC2)C)=O)C=C1)C